OC[C@@H]1N([C@H]2CN(C[C@@H]1C2)C2=CC=C(C=C2)C(F)(F)F)C(=O)OC(C)(C)C tert-butyl (1S,5R,7R)-7-(hydroxymethyl)-3-(4-(trifluoromethyl)phenyl)-3,6-diazabicyclo[3.2.1]octane-6-carboxylate